2',3',4'-trihydroxyflavone OC1=C(C=2OC3=CC=CC=C3C(C2)=O)C=CC(=C1O)O